2-chloro-6-(trifluoromethyl)pyrimidin-4-amine ClC1=NC(=CC(=N1)N)C(F)(F)F